N[C@@H](CCSC)C(=O)N[C@@H](CCSC)C(=O)O Methionyl-methionin